CO/C=C(/C(=O)OC)\C1=C(C=CC=C1)COC1=NC(=CC=C1)C(F)(F)F methyl (2E)-3-methoxy-2-{2-[6-(trifluoromethyl)-2-pyridyloxymethyl]phenyl}acrylate